FC1=CC=C(C(=C1)OC)F 2,5-difluoro-4-methoxybenzene